4-((8-(2-Chloro-4-(2-(4-methylpiperazin-1-yl)ethoxy)phenyl)-6-(1-methylcyclopropoxy)-9H-purin-9-yl)methyl)-2-methylthiazoleON ClC1=C(C=CC(=C1)OCCN1CCN(CC1)C)C=1N(C2=NC=NC(=C2N1)OC1(CC1)C)CC=1N=C(S(C1)=O)C